Methyl-1,5-pentanediol diacrylate C(C=C)(=O)OC(CCCCOC(C=C)=O)C